N1=C(N=CC=C1)CC1CC2(CC(C2)NC(OC(C)(C)C)=O)C1 tert-butyl (6-(pyrimidin-2-ylmethyl)spiro[3.3]heptan-2-yl)carbamate